5-(2-(Butylamino)-1-hydroxyethyl)-2-fluorophenol C(CCC)NCC(O)C=1C=CC(=C(C1)O)F